3-(2-amino-5-fluoro-6-(1-(3-(2-hydroxypropan-2-yl)benzyl)-2-oxo-1,2-dihydropyridin-4-yl)pyrimidin-4-yl)-2-methylbenzonitrile NC1=NC(=C(C(=N1)C=1C(=C(C#N)C=CC1)C)F)C1=CC(N(C=C1)CC1=CC(=CC=C1)C(C)(C)O)=O